2-{7-[(1s,3s)-3-hydroxy-3-methylcyclobutyl]-7H-pyrrolo[2,3-c]pyridazin-3-yl}-3-methyl-5-(trifluoromethyl)phenol OC1(CC(C1)N1C=CC2=C1N=NC(=C2)C2=C(C=C(C=C2C)C(F)(F)F)O)C